CC=1C2=C(N3C1CN(CC3)C(=O)C=3C=C(OCC1NCC1)C=CC3)N=CC(=C2)C(F)(F)F 2-((3-(5-methyl-3-(trifluoromethyl)-6,7,8,9-tetrahydropyrido[3',2':4,5]pyrrolo[1,2-a]pyrazine-7-carbonyl)phenoxy)methyl)azetidin